C(C)N(S(=O)(=O)C1=CC=C2CCN(CC2=C1)C(C(C)C)=O)[C@@H](C)C1=CC=C(C=C1)F (S)-N-ethyl-N-(1-(4-fluorophenyl)ethyl)-2-isobutyryl-1,2,3,4-tetrahydroisoquinoline-7-sulfonamide